3-(5-methoxy-1H-indol-3-yl)-2,3-dihydro-1H-inden-1-one COC=1C=C2C(=CNC2=CC1)C1CC(C2=CC=CC=C12)=O